tert-butyl 4-hydroxy-3-((4-(methylsulfonyl)phenoxy)methyl)piperidine-1-carboxylate OC1C(CN(CC1)C(=O)OC(C)(C)C)COC1=CC=C(C=C1)S(=O)(=O)C